C1=CC=CC=2C3=CC=CC=C3C(C12)COC(=O)N[C@H](C(=O)O)CC1=CC=CC=2N1C=C(N2)C#N (S)-2-((((9H-fluoren-9-yl)methoxy)carbonyl)amino)-3-(2-cyanoimidazo[1,2-a]pyridin-5-yl)propanoic acid